CO[Si](CCCN)(OC)OC 3-trimethoxysilyl-propan-1-amine